tert-butyl N-[2-[4-(chloromethyl)oxazol-5-yl]ethyl]carbamate ClCC=1N=COC1CCNC(OC(C)(C)C)=O